2-(1-Adamantyl)-N-[2-(aminomethyl)-1H-benzimidazol-5-yl]acetamide C12(CC3CC(CC(C1)C3)C2)CC(=O)NC2=CC3=C(NC(=N3)CN)C=C2